6-Chloro-N-(4-chloro-3-(N,N-diethylsulfamoyl)phenyl)quinoline-7-carboxamide ClC=1C=C2C=CC=NC2=CC1C(=O)NC1=CC(=C(C=C1)Cl)S(N(CC)CC)(=O)=O